2-bromo-N-[(dimethylamino)methylene]-5-nitrobenzenesulfonamide BrC1=C(C=C(C=C1)[N+](=O)[O-])S(=O)(=O)N=CN(C)C